N-(3-cyanooxetane-3-yl)-3-(5-(difluoromethyl)-1,3,4-thiadiazol-2-yl)-8-(4-isobutyrylpiperazin-1-yl)imidazo[1,5-a]pyridine-6-sulfonamide C(#N)C1(COC1)NS(=O)(=O)C=1C=C(C=2N(C1)C(=NC2)C=2SC(=NN2)C(F)F)N2CCN(CC2)C(C(C)C)=O